benzothiophenoyl chloride S1C(=CC2=C1C=CC=C2)C(=O)Cl